1-(5-((4-(5-(5-(difluoromethyl)-5H-pyrido[4,3-b]indol-7-yl)pyridin-2-yl)piperazin-1-yl)methyl)-1-oxoisoindolin-2-yl)dihydropyrimidine-2,4(1H,3H)-dione FC(N1C2=C(C=3C=CC(=CC13)C=1C=CC(=NC1)N1CCN(CC1)CC=1C=C3CN(C(C3=CC1)=O)N1C(NC(CC1)=O)=O)C=NC=C2)F